4-(difluoromethyl)-N-[[4-[6-[4-[[4-[5-[(2,6-dioxo-3-piperidyl)amino]-2-pyridyl]-1-piperidyl]methyl]phenyl]pyrrolo[2,1-f][1,2,4]triazin-4-yl]-2-fluoro-phenyl]methyl]benzamide FC(C1=CC=C(C(=O)NCC2=C(C=C(C=C2)C2=NC=NN3C2=CC(=C3)C3=CC=C(C=C3)CN3CCC(CC3)C3=NC=C(C=C3)NC3C(NC(CC3)=O)=O)F)C=C1)F